FC=1C=C(C=CC1C(F)(F)F)NC(=O)N1[C@H](CCC1)C(=O)NC=1C=CC(=NC1)C1=CC=C(C(=O)O)C=C1 4-{5-[(1-{[3-fluoro-4-(trifluoromethyl)phenyl]carbamoyl}-D-prolyl)amino]pyridin-2-yl}benzoic acid